ClC=1C=C(N)C=CC1C(F)(F)F 3-chloro-4-(trifluoromethyl)aniline